1-(4,5-dimethoxy-2-nitrophenyl)ethanone COC1=CC(=C(C=C1OC)C(C)=O)[N+](=O)[O-]